FC(C1=CC(=NC=C1)C12C(CC(CC1)O2)C(=O)N)(F)F 4-(trifluoromethyl)pyridin-2-yl-7-oxabicyclo[2.2.1]heptane-2-carboxamide